C(C)(C)(C)OC(=O)N1CCC(CC1)CS(=O)(=O)C1=CC=C(C=C1)Br 4-(((4-Bromophenyl)sulfonyl)methyl)piperidine-1-carboxylic acid tert-butyl ester